ClC1=C(C(=O)NC2=C3C=NN(C3=CC=C2)C2=CC=C(C=C2)Cl)C(=CC=C1CNC(C(C)(C)C)=O)Cl 2,6-Dichloro-N-[1-(4-chlorophenyl)-1H-indazol-4-yl]-3-{[(2,2-dimethylpropanoyl)amino]methyl}benzamide